O1C[C@H](CC1)OCC1=NC(=CC=C1)[Sn](C)(C)C (S)-2-(((tetrahydrofuran-3-yl)oxy)methyl)-6-(trimethylstannyl)pyridine